N1(CCCC2=NC=CC=C12)C1=NNC2=NC(=CN=C21)C2CCC1(CC3=CC=CC=C3C1)CC2 4-[3-(1,2,3,4-tetrahydro-1,5-naphthyridin-1-yl)-1H-pyrazolo[3,4-b]pyrazin-6-yl]-1',3'-dihydrospiro[cyclohexane-1,2'-inden]